acryloyloxypropyl-hydroxysilane C(C=C)(=O)OCCC[SiH2]O